CN([C@@H](CO)C(=O)O)C N,N-dimethyl-L-serine